4-(benzo[d]thiazol-6-yloxy)-1H-1,2,3-triazole-5-carboxylic acid 2,2,2-trifluoroacetate FC(C(=O)O)(F)F.S1C=NC2=C1C=C(C=C2)OC=2N=NNC2C(=O)O